(S)-1-(5-((3-methyl-4-((tetrahydro-2H-pyran-4-yl)methyl)piperazin-1-yl)methyl)pyrazolo[1,5-a]pyridin-3-yl)dihydropyrimidine-2,4(1H,3H)-dione C[C@H]1CN(CCN1CC1CCOCC1)CC1=CC=2N(C=C1)N=CC2N2C(NC(CC2)=O)=O